CC=1C=C(C=C(C1N1CCN(CC1)C)C)C=1C=C2C(=NC1)NC=C2C2=CC1=C(NS3(C1CCC3)=O)C=C2 8-(5-(3,5-dimethyl-4-(4-methylpiperazin-1-yl)phenyl)-1H-pyrrolo[2,3-b]pyridine-3-yl)-1,2,3,9b-tetrahydrobenzo[c]thieno[2,1-e]isothiazole-4-oxide